N1(CCCCC1)C1CCN(CC1)C(=O)OC1=C2N(N=CC1=O)[C@H]([C@@H]1N(C2=O)CCC1)[C@H](C1=CC=CC=C1)C1=C(C(=CC=C1)F)F (9aR,10S)-10-((R)-(2,3-difluorophenyl) (phenyl)methyl)-3,5-dioxo-3,5,8,9,9a,10-hexahydro-7H-pyrrolo[1',2':4,5]pyrazino[1,2-b]pyridazin-4-yl [1,4'-bipiperidine]-1'-carboxylate